ethyl {[4-bromo-5-(6-fluoropyridin-3-yl)-1-(pyrazin-2-yl)-1H-pyrazol-3-yl]oxy}acetate BrC=1C(=NN(C1C=1C=NC(=CC1)F)C1=NC=CN=C1)OCC(=O)OCC